NC1=C(C=C(C=C1)C(NC1CN(CCC1)C)=O)NC(OC(C)(C)C)=O tert-butyl (2-amino-5-((1-methylpiperidin-3-yl)carbamoyl)phenyl)carbamate